COC1=NC=C(C(=N1)OC)N1C=C(C=CC1=O)C(=O)OC Methyl 1-(2,4-dimethoxypyrimidin-5-yl)-6-oxo-pyridine-3-carboxylate